2-(3-chlorophenyl)-5-methyl-1,3,4-oxadiazole ClC=1C=C(C=CC1)C=1OC(=NN1)C